COC1=CC=C2C3(C(N(C2=C1)C=1C=NN(C1)CCC)=O)CC1=CC=C(C=C1C3)C(=O)O 6'-methoxy-2'-oxo-1'-(1-propyl-1H-pyrazol-4-yl)-1,3-dihydro-spiro[indene-2,3'-indoline]-5-carboxylic acid